CC1=NC(=CC(=C1)C=1NC2=CC=C(C=C2C1C(C)C)C1=NN=C(N1)C1CN(CCC1)C(C)C)C 2-(2,6-dimethylpyridin-4-yl)-3-isopropyl-5-(5-(1-isopropylpiperidin-3-yl)-4H-1,2,4-triazol-3-yl)-1H-indole